COC1=NC(=CC=C1S(=O)(=O)N(C)C)[N+](=O)[O-] methoxy-N,N-dimethyl-6-nitropyridine-3-sulfonamide